5-bromo-2-(1H-imidazol-1-yl)-N-(3-(trifluoromethyl)phenyl)pyrimidine-4-carboxamide butyl-(3R,4S)-4-amino-3-methyl-piperidine-1-carboxylate C(CCC)OC(=O)N1C[C@H]([C@H](CC1)N)C.BrC=1C(=NC(=NC1)N1C=NC=C1)C(=O)NC1=CC(=CC=C1)C(F)(F)F